[I-].OCCC1=C([N+](=CS1)CC)CC 5-(2-hydroxyethyl)-3,4-diethylthiazol-3-ium iodide